2,4-Dodecandion CC(CC(CCCCCCCC)=O)=O